[PH2](=O)O.N1N=C1 diazirine hypophosphite